ClC=1C(=C(C=CC1)C1(CN(C1)C(=O)OC(C)(C)C)NC=1C(=C2C(N(C=NC2=CC1)C1CC1)=O)F)C tert-butyl 3-(3-chloro-2-methylphenyl)-3-[(3-cyclopropyl-5-fluoro-4-oxoquinazolin-6-yl)amino]azetidine-1-carboxylate